1,1-dioxidotetrahydro-2H-thiopyran-4-yl methanesulfonate CS(=O)(=O)OC1CCS(CC1)(=O)=O